COC1=CC=C(CNC(N)=O)C=C1 3-(4-methoxybenzyl)urea